ClC1=NC=C(C(=C1)NC(CCOC1=C(C=NN1C)C1=NC=CC(=N1)N)(C)C)C#CC=1C=NN(C1)CC(F)(F)F 2-(5-(3-((2-Chloro-5-((1-(2,2,2-trifluoroethyl)-1H-pyrazol-4-yl)ethynyl)pyridin-4-yl)amino)-3-methylbutoxy)-1-methyl-1H-pyrazol-4-yl)pyrimidin-4-amine